C(C)(C)(C)OC(=O)N1[C@H](CC1)CO (R)-1-(tert-Butoxycarbonyl)-2-azetidinemethanol